1-(4-cyano-3-methoxyphenyl)-3-(1,1-dioxidobenzo[b]thiophen-6-yl)urea C(#N)C1=C(C=C(C=C1)NC(=O)NC=1C=CC2=C(S(C=C2)(=O)=O)C1)OC